8-chloro-1,2,2-trimethyl-4-(8-methylquinolin-3-yl)-1,2-dihydroquinazoline ClC=1C=CC=C2C(=NC(N(C12)C)(C)C)C=1C=NC2=C(C=CC=C2C1)C